Decamethyl-Ferrocene CC1=C(C(=C([C-]1C)C)C)C.[C-]1(C(=C(C(=C1C)C)C)C)C.[Fe+2]